β-glucosamine O[C@H]1[C@H](N)[C@@H](O)[C@H](O)[C@H](O1)CO